ClC=1C=C2C(NC=NC2=CC1)=O 6-chloroquinazolin-4(3H)-one